CC1=CC=C(C=C1)S(=O)(=O)NC([C@H](CC1=CC=CC=C1)NC(CN1C(SC(C1=O)=CC1=CC=C(C=C1)C1=CC=C(C=C1)C)=O)=O)=O (S)-N-(4-Methylbenzenesulfonyl)-2-(2-(5-((4'-methyl-[1,1'-biphenyl]-4-yl)methylene)-thiazolidine-2,4-dione-3-yl)acetamido)-3-phenylpropanamide